1-(2-(4-(((3aR,5s,6aS)-2-(2-cyanoethyl)octahydrocyclopenta[c]pyrrol-5-yl)-amino)-1H-pyrrolo[2,3-b]pyridin-5-yl)thiazole-5-carbonyl)-N,N-dimethylpiperidine-4-carboxamide C(#N)CCN1C[C@@H]2[C@H](C1)CC(C2)NC2=C1C(=NC=C2C=2SC(=CN2)C(=O)N2CCC(CC2)C(=O)N(C)C)NC=C1